NC1=C2C(=NC=N1)N(N=C2C2=CC=C(C=C2)OC2=CC=CC=C2)C2CN(CCC2)C(C=CC2=CC=CC=C2)=O 1-(3-(4-amino-3-(4-phenoxyphenyl)-1H-pyrazolo[3,4-d]pyrimidin-1-yl)piperidin-1-yl)-3-phenylprop-2-en-1-one